(4-acetamido-2-bromophenyl)-2,2,2-trifluoroacetamide C(C)(=O)NC1=CC(=C(C=C1)NC(C(F)(F)F)=O)Br